N[C@H](C(=O)N[C@@H]1CN(CC[C@H]1C1=CC(=CC=C1)Cl)C(=O)C=1C=2N(C=CC1)C=NC2)C(C)C (2S)-2-amino-N-[(3S,4S)-4-(3-chlorophenyl)-1-(imidazo[1,5-a]pyridine-8-carbonyl)-3-piperidyl]-3-methyl-butanamide